N[C@@H](CCC(=O)NCC)C(=O)N1CC2=C(C[C@H]1C(=O)O)N=CN2 (6S)-5-theanyl-4,5,6,7-tetrahydro-3H-imidazo[4,5-c]pyridine-6-carboxylic acid